ClC=1C=NC(=C(C(=O)NC2CCC(CC2)CN2C(N(C3=C2C=CC=C3)C=3C=CC(=NC3)C(=O)NC)=O)C1)C 5-(3-(((1r,4r)-4-(5-chloro-2-methylnicotinamido)cyclohexyl)methyl)-2-oxo-2,3-dihydro-1H-benzo[d]imidazol-1-yl)-N-methylpicolinamide